1,2-dimethyl-1H-1,3-benzodiazole-5-carbonyl-2-[3-methoxy-4-(1H-pyrazol-4-yl)phenyl]-2,8-diazaspiro[4.5]decan-1-one CN1C(=NC2=C1C=CC(=C2)C(=O)C2N(C(C1(C2)CCNCC1)=O)C1=CC(=C(C=C1)C=1C=NNC1)OC)C